CN1CCN(C2=C(C=CC=C12)C)S(=O)(=O)C=1C(=NC(=CC1)C=1C=NN(C1)C)C 1,5-Dimethyl-4-{[2-methyl-6-(1-methyl-1H-pyrazol-4-yl)pyridin-3-yl]sulfonyl}-1,2,3,4-tetrahydroquinoxaline